2-((2-(2-methoxypyridin-3-yl)-6H-pyrrolo[2,3-c]pyridin-6-yl)methyl)-5-methyl-1,3-benzoxazole COC1=NC=CC=C1C=1C=C2C(=CN(C=C2)CC=2OC3=C(N2)C=C(C=C3)C)N1